pyranyl-galactose O1C(C=CC=C1)C(=O)[C@H](O)[C@@H](O)[C@@H](O)[C@H](O)CO